3-(2,3-Difluoro-4-morpholino-anilino)-5-(methylamino)-6-(3-methylimidazo[4,5-c]pyridin-7-yl)pyrazin-2-carboxamid FC1=C(NC=2C(=NC(=C(N2)NC)C=2C3=C(C=NC2)N(C=N3)C)C(=O)N)C=CC(=C1F)N1CCOCC1